5-methyl-3,3-di(methyl-d3)-2,3-dihydro-1H-pyrrolo[3,2-b]pyridine CC1=CC=C2C(=N1)C(CN2)(C([2H])([2H])[2H])C([2H])([2H])[2H]